Bismuth (III) neodecanoat C(CCCCCC(C)(C)C)(=O)[O-].[Bi+3].C(CCCCCC(C)(C)C)(=O)[O-].C(CCCCCC(C)(C)C)(=O)[O-]